ClC1=NC=C(C(=C1)C1=C(C=NC(=C1)C)C(=O)NC=1SC=2C=NCCC2N1)OC 2-(2'-chloro-5'-methoxy-6-methyl-[4,4'-bipyridine]-3-carboxamido)-6,7-dihydrothiazolo[5,4-c]pyridine